C[C@@]1(N([C@H](CC1)C#C)C(=O)O)C(=O)O 2-methyl-(2S,5R)-5-ethynylpyrrolidine-1,2-dicarboxylic acid